C(C)(=O)OC1=C(C=C(C=C1)Br)C1=NC=CC=C1 2-(2-acetoxy-5-bromophenyl)pyridine